ClC=1C(=C2C(=NC1C)SC1=C(N=CC=C12)Cl)C 3,8-dichloro-2,4-dimethylthieno[2,3-b:5,4-c']Dipyridine